(E)-tert-butyl 3-(3-(dimethylamino)acryloyl)azetidine-1-carboxylate CN(/C=C/C(=O)C1CN(C1)C(=O)OC(C)(C)C)C